P1(=O)(OOCCCCCCCCCCCC)OOOOOCCO1 mono-n-dodecyloxy tetraoxyethylene phosphate